1-(5-fluoro-8-hydroxy-7-nitroquinolin-4-yl)piperidine FC1=C2C(=CC=NC2=C(C(=C1)[N+](=O)[O-])O)N1CCCCC1